(2-sulfydryl-4-(trifluoromethoxy)phenyl)thiourea SC1=C(C=CC(=C1)OC(F)(F)F)NC(=S)N